CC1(CCOCC1)C Dimethyltetrahydro-2H-pyran